C(C)(C)(C)C=1C(=CC(=C(C1)C(CC(C)C1=C(C=C(C(=C1)C(C)(C)C)O)C)C1=C(C=C(C(=C1)C(C)(C)C)O)C)C)O 1,1,3-Tris(5-tert-butyl-4-hydroxy-2-methylphenyl)-butan